FC=1C=C(C=CC1C1=CC(=NC=C1)OC)N1C(OCC=N1)=O [3-fluoro-4-(2-methoxypyridin-4-yl)phenyl]-3,6-dihydro-2H-1,3,4-oxadiazin-2-one